C1(CCC1)N1N=CC(=C1)NC(=O)C=1N=C(SC1)C=1C=NN2C1CCCC2 N-(1-cyclobutyl-1H-pyrazol-4-yl)-2-(4,5,6,7-tetrahydropyrazolo[1,5-a]pyridin-3-yl)-1,3-thiazole-4-carboxamide